tert-butyl (3R)-3-methyl-4-{5-nitro-6-[(pyridazin-4-yl)amino]pyridin-2-yl}piperazine-1-carboxylate C[C@@H]1CN(CCN1C1=NC(=C(C=C1)[N+](=O)[O-])NC1=CN=NC=C1)C(=O)OC(C)(C)C